1-[[2-(3,3-difluorocyclobutyl)oxypyridin-4-yl]methyl]-3-(3-fluoro-1-bicyclo[1.1.1]pentanyl)urea FC1(CC(C1)OC1=NC=CC(=C1)CNC(=O)NC12CC(C1)(C2)F)F